ON1C=NC2=C(C1=O)N=CC=C2 3-hydroxy-4-oxo-3,4-dihydro-5-azaBenzo-1,3-diazine